methyl-7-oxo-6,7-dihydro-1H-pyrrolo[2,3-c]pyridine-2-carboxamide CN1C(=CC2=C1C(NC=C2)=O)C(=O)N